(4-amino-2-hydroxyphenyl)(4-nitrophenyl)methanone NC1=CC(=C(C=C1)C(=O)C1=CC=C(C=C1)[N+](=O)[O-])O